BrC1=C(C=C2C=NC(=NC2=C1F)Cl)C(F)(F)F 7-bromo-2-chloro-8-fluoro-6-(trifluoromethyl)quinazolin